C(C)C1(COC1)CNC(C1=CC=C(C=C1)C#CC1=C(C=CC=C1)F)=O N-((3-ethyloxetan-3-yl)methyl)-4-((2-fluorophenyl)ethynyl)benzamide